CN1C(NC2=C1C=C(C=C2)C2=NC=CN=C2)=O 3-methyl-5-pyrazin-2-yl-1H-benzimidazol-2-one